COC(=O)C=1C=NC(=C(C1NC1=C(C=C(C=C1)I)F)C)O 4-(2-fluoro-4-iodoanilino)-6-hydroxy-5-methylpyridine-3-carboxylic acid methyl ester